(1aR,4R,4aS,7R,7aS,7bS)-1,1,4,7-tetramethyl-2,3,4a,5,6,7,7a,7b-octahydro-1aH-cyclopropa[e]azulen-4-ol CC1([C@H]2[C@@H]3[C@@H](CC[C@@H]3[C@@](CC[C@H]21)(O)C)C)C